(R)-6-chloro-3-((1-(3,6-dimethyl-2-(2-methyl-2H-indazol-6-yl)-4-oxo-3,4-dihydroquinazolin-8-yl)ethyl)amino)-N-(methylsulfonyl)picolinamide ClC1=CC=C(C(=N1)C(=O)NS(=O)(=O)C)N[C@H](C)C=1C=C(C=C2C(N(C(=NC12)C=1C=CC2=CN(N=C2C1)C)C)=O)C